(S)-2-(6-methylpyridin-3-yl)-5-phenyl-2,5,6,7-tetrahydro-3H-pyrrolo[2,1-c][1,2,4]triazol-3-one CC1=CC=C(C=N1)N1N=C2N(C1=O)[C@@H](CC2)C2=CC=CC=C2